C(C)(C)(C)OC(=O)NC1=CC=C(C(=N1)C)CNC(=O)[C@@H]1CCC=2N1C(C(=CN2)NC(OCC2=CC=CC=C2)=O)=O Benzyl (S)-(6-(((6-((tert-butoxycarbonyl)amino)-2-methyl-pyridin-3-yl)methyl)carbamoyl)-4-oxo-4,6,7,8-tetrahydropyrrolo[1,2-a]pyrimidin-3-yl)carbamate